2-tert-butyl 3-methyl (3S)-4a-bromo-9a-hydroxy-1,3,4,4a,9,9a-hexahydro-2H-pyrido[3,4-b]indole-2,3-dicarboxylate BrC12C(NC3=CC=CC=C13)(CN([C@@H](C2)C(=O)OC)C(=O)OC(C)(C)C)O